1-((2R,4S)-4-((1-cyclopentyl-6-((5-methylthiazol-2-yl)amino)-1H-pyrrolo[3,2-c]pyridin-4-yl)oxy)-2-methylpyrrolidin-1-yl)prop-2-en-1-one C1(CCCC1)N1C=CC=2C(=NC(=CC21)NC=2SC(=CN2)C)O[C@H]2C[C@H](N(C2)C(C=C)=O)C